C12C3OC3OCC=CCCC2CC(C1)=O dioxatricyclo[9.3.0.02,4]tetradec-7-en-13-one